N-[[Bis[4-(dimethylamino)phenyl]amino]carbonyl]glycine monosodium salt [Na+].CN(C1=CC=C(C=C1)N(C(=O)NCC(=O)[O-])C1=CC=C(C=C1)N(C)C)C